1-(3-chloro-4,5,6,7-tetrahydropyrazolo[1,5-a]pyridin-2-yl)-5-[methyl-(prop-2-enyl)amino]pyrazole-4-nitrile ClC=1C(=NN2C1CCCC2)N2N=CC(=C2N(CC=C)C)C#N